(R)-5-acetamido-2-fluoro-N-(1-(naphthalen-1-yl)ethyl)benzamide C(C)(=O)NC=1C=CC(=C(C(=O)N[C@H](C)C2=CC=CC3=CC=CC=C23)C1)F